3,5-bis(trideuteromethyl)phenol [2H]C(C=1C=C(C=C(C1)C([2H])([2H])[2H])O)([2H])[2H]